2-((5-Fluoro-4-methylpyridin-2-yl)amino)-4-((2-methoxy-3-(1-methyl-1H-1,2,4-triazol-3-yl)phenyl)amino)-N-(methyl-d3)pyrimidine-5-carboxamide FC=1C(=CC(=NC1)NC1=NC=C(C(=N1)NC1=C(C(=CC=C1)C1=NN(C=N1)C)OC)C(=O)NC([2H])([2H])[2H])C